FC1=C(C(C(C(C1(F)F)(F)F)(F)F)(F)F)C(C(F)(F)F)(C(F)(F)F)F 1,3,3,4,4,5,5,6,6-nonafluoro-2-(perfluoroisopropyl)-1-cyclohexene